C(C)(C)(C)NS(=O)(=O)C=1SC(=C(C1)F)CC(C)C N-(tert-butyl)-4-fluoro-5-isobutylthiophene-2-sulfonamide